1,4-butanediol di(2-mercaptoacetate) SCC(=O)OCCCCOC(CS)=O